2-(4-(5-chloro-2-(4-chloro-1H-1,2,3-triazol-1-yl)phenyl)-2,5-dioxapiperazin-1-yl)-4-isopropoxybutyric acid tert-butyl ester C(C)(C)(C)OC(C(CCOC(C)C)N1OCN(OC1)C1=C(C=CC(=C1)Cl)N1N=NC(=C1)Cl)=O